C(C)(C)(C)C=1C(=C(C=C(C1)CCC(=O)OCC(CCCC)CC)N1N=C2C(=N1)C=CC=C2)O 2-(3-tert-butyl-5-[2-(2-ethylhexyloxy)carbonylethyl]-2-hydroxyphenyl)benzotriazole